COC=1C(OC(=CC1N[C@@H]1[C@@H](CCC1)COC)C(=O)NC=1SC(=NN1)N1N=CC=C1C)=O 3-methoxy-4-(((1S,2R)-2-(methoxymethyl)cyclopentyl)amino)-N-(5-(5-methyl-1H-pyrazol-1-yl)-1,3,4-thiadiazol-2-yl)-2-oxo-2H-pyran-6-carboxamide